O.ClC1=C(C=CC(=C1)Cl)[C@H]1[C@H](CC1)NC(=O)C=1C(=NC=CC1)C(F)(F)F N-[(1s,2s)-2-(2,4-dichlorophenyl)cyclobutyl]-2-(trifluoromethyl)pyridine-3-carboxamide monohydrate